((3R,4S)-1-cyano-4-methylpyrrolidin-3-yl)-2-phenylthiazole-5-carboxamide C(#N)N1C[C@@H]([C@@H](C1)C)C=1N=C(SC1C(=O)N)C1=CC=CC=C1